(3R)-N-{7-methoxy-6-[3-(pyrrolidin-1-yl)propoxy]-1H,2H,3H-cyclopenta[b]quinolin-9-yl}-1-methylazepan-3-amine COC1=CC=2C(=C3C(=NC2C=C1OCCCN1CCCC1)CCC3)N[C@H]3CN(CCCC3)C